3-(2,4-dimethylbenzenesulfonyl)-8-{5-oxa-2,8-diazaspiro[3.5]nonan-8-yl}-4H,5H-[1,2,3]triazolo[1,5-a]quinazolin-5-one CC1=C(C=CC(=C1)C)S(=O)(=O)C=1N=NN2C1NC(C1=CC=C(C=C21)N2CCOC1(CNC1)C2)=O